N1C(=NC2=C1C=CC=C2)C2=C(C=C(C=C2)C)C=2C(=CC(=CC2)C(N[C@H](CCC)C2=CC=CC=C2)=O)C(=O)O 2'-(1H-1,3-benzodiazol-2-yl)-5'-methyl-4-{[(1R)-1-phenylbutyl]carbamoyl}-[1,1'-biphenyl]-2-carboxylic acid